CN1N=C2C(=CC(=CC2=C1)C1=NN2C(=NC(=CC2=O)N2CCNCC2)S1)C 2-(2,7-dimethyl-2H-indazol-5-yl)-7-(piperazin-1-yl)-5H-[1,3,4]thiadiazolo[3,2-a]pyrimidin-5-one